Benzyl (2,5-dioxopyrrolidin-1-yl) glutarate C(CCCC(=O)ON1C(CCC1=O)=O)(=O)OCC1=CC=CC=C1